O.O.S(=O)(=O)([O-])[O-].[Na+].[Na+] sodium sulfate, dihydrate